BrC1=CC(=CC=2N1N=CN2)OC2=C(C=C(C=C2)[N+](=O)[O-])C 5-bromo-7-(2-methyl-4-nitrophenoxy)-[1,2,4]triazolo[1,5-a]pyridine